C(CC)N1C=NC=C1 1-propylimidazole